The molecule is a diphenylethane that is 1,2-dihydrostilbene substituted by a methyl group at position 1. It has a role as a metabolite. It derives from a 1,2-dihydrostilbene. CC(CC1=CC=CC=C1)C2=CC=CC=C2